(2-methyl-2H-indazol-5-yl)thiazole-5-carboxamide CN1N=C2C=CC(=CC2=C1)C=1SC(=CN1)C(=O)N